C(C)OCOC1CCCCCCCCCCC1 ethoxymethoxy-cyclododecane